O1CCC(=CC1)C=1OC(=CC1C(=O)OCC)C1=CC=2N(C=C1)N=CC2C=2C(=NOC2C)C ethyl 2-(3,6-dihydro-2H-pyran-4-yl)-5-[3-(3,5-dimethylisoxazol-4-yl)pyrazolo[1,5-a]pyridin-5-yl]furan-3-carboxylate